5-sulfophenyl borate triethylammonium salt C(C)[NH+](CC)CC.B(OC1=CC=CC(=C1)S(=O)(=O)O)([O-])[O-].C(C)[NH+](CC)CC